(R)-4-(3-(3-aminopiperidine-1-carbonyl)-1-(2-methoxy-4-(pyrrolidine-1-yl)phenyl)-1H-pyrazole-5-yl)-2-fluorobenzonitrile N[C@H]1CN(CCC1)C(=O)C1=NN(C(=C1)C1=CC(=C(C#N)C=C1)F)C1=C(C=C(C=C1)N1CCCC1)OC